BrC=1N(N=C2C=C(C=CC12)OC)C bromo-6-methoxy-2-methyl-2H-indazole